C(C)(C)C=1NC=2C(=NC(=CC2)C(F)(F)F)N1 2-isopropyl-5-(trifluoromethyl)imidazo[4,5-b]pyridin